4-BROMO-2-CHLORO-5-IODO-PHENOL BrC1=CC(=C(C=C1I)O)Cl